FC=1C(=CC2=C(C(NC=3CNC[C@H](C23)N(C(=O)C2=CC3=C(N=CS3)C=C2)C)=O)C1)F (S)-N-(8,9-difluoro-6-oxo-1,2,3,4,5,6-hexahydrobenzo[c][1,7]naphthyridin-1-yl)-N-methylbenzo[d]thiazole-6-carboxamide